1,4-Bis(4-hydroxybenzyl)benzol OC1=CC=C(CC2=CC=C(C=C2)CC2=CC=C(C=C2)O)C=C1